(3R,4R)-1-(1H-benzo[d]imidazol-5-yl)-4-(4-bromo-2,6-difluorophenyl)-3-cyclopropylazetidin-2-one N1C=NC2=C1C=CC(=C2)N2C([C@@H]([C@@H]2C2=C(C=C(C=C2F)Br)F)C2CC2)=O